tert-butyl 4-(3-(2,6-bis(benzyloxy)pyridin-3-yl)-5,7-difluoro-1-methyl-1H-indazol-6-yl)-3,6-dihydropyridine-1(2H)-carboxylate C(C1=CC=CC=C1)OC1=NC(=CC=C1C1=NN(C2=C(C(=C(C=C12)F)C=1CCN(CC1)C(=O)OC(C)(C)C)F)C)OCC1=CC=CC=C1